C(C)(C)(C)OC(CN1C(CN(CC1)C(=O)OC(C)(C)C)COS(=O)(=O)C)=O tert-butyl 4-(2-(tert-butoxy)-2-oxoethyl)-3-(((methylsulfonyl)oxy)methyl)piperazine-1-carboxylate